2-cyclohexyl-2-(3-fluoro-3-isobutyl-5-methylhexyl)-1,3-dipropoxypropane C1(CCCCC1)C(COCCC)(COCCC)CCC(CC(C)C)(CC(C)C)F